N-(1-Cyclohexyl-2-oxopyrrolidin-3-yl)-2-ethynyl-N-(4-fluoro-3,5-dimethoxyphenyl)thiazole-4-carboxamide C1(CCCCC1)N1C(C(CC1)N(C(=O)C=1N=C(SC1)C#C)C1=CC(=C(C(=C1)OC)F)OC)=O